ethyl (E)-3-((3-butyl-3-ethyl-7-methoxy-1,1-dioxido-5-phenyl-2,3,4,5-tetrahydro-1,5-benzothiazepin-8-yl)oxy)acrylate C(CCC)C1(CS(C2=C(N(C1)C1=CC=CC=C1)C=C(C(=C2)O/C=C/C(=O)OCC)OC)(=O)=O)CC